COC1=CC=C(C=CC(=O)O)C=C1.N(N)C1=NC(=C(C(=O)NC2=NN=NN2C)C=C1)C(F)(F)F 6-hydrazino-N-(1-methyl-1H-tetrazol-5-yl)-2-(trifluoromethyl)nicotinamide 4-methoxycinnamat